C1(=CC=CC=C1)[C@@H]1CCC=2N1N=C(N2)C(=O)OCC (S)-ethyl 5-phenyl-6,7-dihydro-5H-pyrrolo[1,2-b][1,2,4]triazole-2-carboxylate